FC=1C=C(C(=O)NCC2CCC(CC2)N2N=C3C(C=NC(=C3)C=3C=NC=CC3)=C2)C=C(C1O)F 3,5-difluoro-4-hydroxy-N-({(1r,4r)-4-[6-(pyridin-3-yl)-2H-pyrazolo[4,3-c]pyridin-2-yl]cyclohexyl}methyl)benzamide